(8-amino-5-bromoquinazolin-7-yl)-[7-fluoro-1-(oxan-2-yl)indazol-4-yl]methanol NC=1C(=CC(=C2C=NC=NC12)Br)C(O)C1=C2C=NN(C2=C(C=C1)F)C1OCCCC1